3-[N-(1,1-dimethyl-2-hydroxyethyl)]amino-2-hydroxypropanesulfonic acid CC(CO)(C)NCC(CS(=O)(=O)O)O